S1C(=NC2=C1C=CC=C2)C[C@H](N)C(=O)O 3-benzothiazol-2-yl-alanine